Cl.C(CCCCCCCCC)C=1C=CC2=C(N=C(O2)N[C@H]2CNCC2)C1 (R)-5-decyl-N-(pyrrolidin-3-yl)benzo[d]oxazol-2-amine hydrochloride